2-[(3R,6S)-2-hydroxy-3-[(2S,3S,5R)-3-methyl-4,4,7-trioxo-3-(1H-1,2,3-triazol-1-ylmethyl)-4λ6-thia-1-azabicyclo[3.2.0]heptane-2-amido]-1,2-oxaborinan-6-yl]acetic acid OB1O[C@@H](CC[C@@H]1NC(=O)[C@@H]1N2C(C[C@H]2S([C@]1(CN1N=NC=C1)C)(=O)=O)=O)CC(=O)O